methyl (7S)-3-(2-{5H,6H,7H,8H-imidazo[1,2-a]pyrazin-7-yl}-2-oxoethyl)-7-methyl-2-[2-(2-oxo-1,2-dihydropyridin-1-yl)ethyl]-3H,6H,7H,8H,9H-imidazo[4,5-f]quinoline-6-carboxylate N=1C=CN2C1CN(CC2)C(CN2C(=NC1=C3CC[C@@H](N(C3=CC=C12)C(=O)OC)C)CCN1C(C=CC=C1)=O)=O